N1N=NC2=NC(=CC=C21)C=2C=NC=C(C(=O)OC)C2 methyl 5-(1H-[1,2,3]triazolo[4,5-b]pyridin-5-yl)nicotinate